3-bromo-6-(2-(methylsulfonyl)pyrimidin-4-yl)-2-(thiazol-2-yl)pyridin-4-amine BrC=1C(=NC(=CC1N)C1=NC(=NC=C1)S(=O)(=O)C)C=1SC=CN1